4-(4-bromophenyl)-oxan-2-one BrC1=CC=C(C=C1)C1CC(OCC1)=O